FC(C1=C(C=C2CCCN(C2=C1)C1=NN(C2=C1CN(CC2)C(C)=O)C2CCNCC2)C=2C=NN(C2)C)F 1-(3-(7-(difluoromethyl)-6-(1-methyl-1H-pyrazol-4-yl)-3,4-dihydroquinolin-1(2H)-yl)-1-(piperidin-4-yl)-1,4,6,7-tetrahydro-5H-pyrazolo[4,3-c]Pyridin-5-yl)ethan-1-one